CC=1C=C2C=CC(=NC2=C(C1)C)NN 6,8-dimethylhydrazinoquinoline